C(CC)(=S)O thio-propionic acid